3-(4-fluoro-2-methoxy-3-methyl phenyl)-4,5-dimethyl-5-(trifluoromethyl)-4,5-dihydrofuran-2-carboxylate FC1=C(C(=C(C=C1)C1=C(OC(C1C)(C(F)(F)F)C)C(=O)[O-])OC)C